(R)-2-(((tetrahydrofuran-3-yl)oxy)methyl)-6-vinylquinoline O1C[C@@H](CC1)OCC1=NC2=CC=C(C=C2C=C1)C=C